CC(CN)CCCN 2-Methyl-1,5-Pentandiamin